N1C[C@@H](CC1)NC1=NC=C(C(=N1)C1=CNC2=NC=CC=C21)C(F)(F)F (R)-N-(pyrrolidin-3-yl)-4-(1H-pyrrolo[2,3-b]pyridin-3-yl)-5-(trifluoromethyl)pyrimidin-2-amine